1-Hydroxy-4-(p-tolylamino)anthracen-9,10-dion OC1=CC=C(C=2C(C3=CC=CC=C3C(C12)=O)=O)NC1=CC=C(C=C1)C